C(#N)C1(CCN(CC1)C=1C=NC(=C(C1)C(F)(F)F)C#N)C(=O)O 4-cyano-1-(6-cyano-5-(trifluoromethyl)pyridin-3-yl)piperidine-4-carboxylic acid